1,4-cyclohex-anedimethanol C1(CCC(CC1)CO)CO